C(C)(C)[B-](F)(F)F.[K+].C(CCCCCCC)OC(CO)CCCCCCCCCC 2-(octyloxy)dodecane-1-ol potassium isopropyl-trifluoroborate salt